5-(5-((((1aR,6bR)-5-fluoro-1a,6b-dihydro-1H-cyclopropa[b]benzofuran-6-yl)methyl)amino)-[1,2,4]triazolo[4,3-c]pyrimidin-8-yl)-3-methylbenzo[b]thiophene 1,1-dioxide FC=1C=CC2=C([C@@H]3[C@H](O2)C3)C1CNC1=NC=C(C=3N1C=NN3)C3=CC1=C(S(C=C1C)(=O)=O)C=C3